2-bromo-1-(2,6-dimethoxypyridin-4-yl)ethan-1-one BrCC(=O)C1=CC(=NC(=C1)OC)OC